OC(CC(O)(C[N+](C)(C)C)CC([O-])=O)CCCCCCCCCCCCCC 2-hydroxyhexadecyl-carnitine